N1=CC(=CC=C1)C1=CC=C(C=C1)C1=CC=C(C=C1)C=1OC2=C(N1)C(=CC(=C2)C2=CC=CC1=CC=CC=C21)C2=CC=CC1=CC=CC=C21 2-{4'-(pyridin-3-yl)-biphenyl-4-yl}-4,6-bis(naphthalen-1-yl)-benzoxazole